1-(3-((2-((2-ethyl-4-(4-methyl-1,4-diazepan-1-yl)phenyl)amino)-5-(trifluoromethyl)pyrimidin-4-yl)amino)propyl)piperidin-2-one C(C)C1=C(C=CC(=C1)N1CCN(CCC1)C)NC1=NC=C(C(=N1)NCCCN1C(CCCC1)=O)C(F)(F)F